C(C=C)(=O)N1C[C@@H](N(C[C@H]1C)C1=NC(N2C3=C(C(=C(C=C13)Cl)C1=C(C=C(C=C1)F)F)OC[C@H]2CCCN2CCOCC2)=O)C (3R)-7-((2S,5R)-4-acryloyl-2,5-dimethylpiperazin-1-yl)-9-chloro-10-(2,4-difluorophenyl)-3-(3-morpholino-propyl)-2,3-dihydro-5H-[1,4]oxazino[2,3,4-ij]quinazolin-5-one